1,2,4-cyclobutane-tri-yl chloride C1(C(CC1Cl)Cl)Cl